1-[1-methyl-6-(4-piperidinyl)indazol-3-yl]hexahydropyrimidine-2,4-dione TFA salt OC(=O)C(F)(F)F.CN1N=C(C2=CC=C(C=C12)C1CCNCC1)N1C(NC(CC1)=O)=O